allyloxy-1-hydroxy-1-propanesulfonic acid sodium salt [Na+].C(C=C)OC(CC)(S(=O)(=O)[O-])O